6-(4-Fluoropiperidin-1-yl)-1,2,3,4-tetrahydroisoquinoline hydrochloride salt Cl.FC1CCN(CC1)C=1C=C2CCNCC2=CC1